2-nitro-N,N-di((9Z,12Z)-octadeca-9,12-dien-1-yl)benzenesulfonamide [N+](=O)([O-])C1=C(C=CC=C1)S(=O)(=O)N(CCCCCCCC\C=C/C\C=C/CCCCC)CCCCCCCC\C=C/C\C=C/CCCCC